ClC1=C(C=CC=C1C1=NC=NC(=C1Cl)C1=CC(=C(C=C1)CNC1CC(C1)O)OC)C1=CC=C(C(=N1)OC)CNC1CC(C1)O (1s,3s)-3-(((6-(2-chloro-3-(5-chloro-6-(4-((((1r,3r)-3-hydroxycyclobutyl)amino)methyl)-3-methoxyphenyl)pyrimidin-4-yl)phenyl)-2-methoxypyridin-3-yl)methyl)amino)cyclobutan-1-ol